C(C1=CC=CC=C1)OC1=NC(=CC=C1C1=C(C=C(C=C1F)N(C1CC(C1)C(=O)OC)C)F)OCC1=CC=CC=C1 methyl (1r,3r)-3-((4-(2,6-bis(benzyloxy)pyridin-3-yl)-3,5-difluorophenyl)(methyl)amino)cyclobutane-1-carboxylate